2-isopropylspiro[5,6-dihydropyrazolo[4,3-c]pyridine-7,1'-cyclopropane]-4-one C(C)(C)N1N=C2C(C(NCC23CC3)=O)=C1